3-((4-fluoro-4-(7-methyl-[1,2,4]triazolo[1,5-a]pyridin-6-yl)piperidin-1-yl)sulfonyl)-6,7-dihydro-5H-pyrazolo[5,1-b][1,3]oxazine FC1(CCN(CC1)S(=O)(=O)C=1C=NN2C1OCCC2)C=2C(=CC=1N(C2)N=CN1)C